C(C)(C)C1=C(NC2=CC=C(C=C12)C1CCN(CC1)CC=1SC=CN1)C=1C2=C(C(N(C1)C)=O)CCC2 4-(3-isopropyl-5-(1-(thiazol-2-ylmethyl)piperidin-4-yl)-1H-indol-2-yl)-2-methyl-2,5,6,7-tetrahydro-1H-cyclopenta[c]pyridin-1-one